C(CCCCCCCCCCC)(=O)NCCCCNCCCN lauroyl-spermidine